N1(CCC1)C=1C=C(C=CC1)NC(NC1=CC=C(C=C1)Cl)=O 3-[3-(azetidin-1-yl)phenyl]1-(4-chlorophenyl)urea